ClC1=NN=C(C2=CC(=C(C=C12)OC)OC)N1CCC(CC1)CNC(OC(C)(C)C)=O tert-butyl ((1-(4-chloro-6,7-dimethoxyphthalazin-1-yl)piperidin-4-yl)methyl)carbamate